CC(CO)(CO)CO 2-methyl-2-hydroxymethyl-1,3-propanediol